COCOC1=NN2C(C=CC(=C2)N2C[C@@H](OCC2)C)=C1 (S)-4-(2-(methoxymethoxy)pyrazolo[1,5-a]pyridin-6-yl)-2-methylmorpholine